[Cl-].[Cl-].C1(=CC=CC2=CC=CC=C12)C(=[Zr+2](C1=C(C(=CC=2C3=CC(=C(C=C3CC12)C1=CC=CC=C1)C(C)(C)C)C(C)(C)C)C1=CC=CC=C1)C1C=CC=C1)C1=CC=CC2=CC=CC=C12 di-(1-naphthyl)methylene(cyclopentadienyl)(2,7-diphenyl-3,6-di-tert-butylfluorenyl)zirconium dichloride